ClC1=C2N(C(C(=C1)NC1=NC=NC=C1)=O)C(NC2=O)(C2=CSC=C2)C2=CSC=C2 8-chloro-6-(pyrimidin-4-ylamino)-3,3-di(thiophen-3-yl)-2,3-dihydroimidazo[1,5-a]pyridine-1,5-dione